(4-methoxybenzyl)-3-nitropyridine-2,5-diamine COC1=CC=C(CC2=C(C(=NC=C2N)N)[N+](=O)[O-])C=C1